trans-3-(6-(1-(4-(aminomethyl)cyclohexyl)piperidin-4-yl)-2-oxobenzo[d]oxazol-3(2H)-yl)piperidine-2,6-dione NC[C@@H]1CC[C@H](CC1)N1CCC(CC1)C1=CC2=C(N(C(O2)=O)C2C(NC(CC2)=O)=O)C=C1